C1(=CC=CC=C1)CC(=O)O[C@H]1[C@@H](O[C@@H]([C@H]1O)CO)N1C(=O)NC(=O)C=C1 O-phenylacetyl-uridine